CC1=C(C=CC(=N1)NC(=O)C1CC(CC1)C(=O)OC)NC1=NC(=CC=C1[N+](=O)[O-])C1=CC=CC=C1 methyl 3-((6-methyl-5-((3-nitro-6-phenylpyridin-2-yl)amino)pyridin-2-yl)carbamoyl)cyclopentane-1-carboxylate